ClC=1N=CC2=C(C=CC(=C2C1)C(C)=O)OC 1-(3-chloro-8-methoxyisoquinolin-5-yl)ethan-1-one